benzoxazole-6-formic acid O1C=NC2=C1C=C(C=C2)C(=O)O